NC1=NN=C(O1)[C@@H]1N(C[C@H](CC1)NC(=O)OCC1=CC=CC=C1)C(=O)OC(C)(C)C tert-butyl (2R,5S)-2-(5-amino-1,3,4-oxadiazol-2-yl)-5-{[(benzyloxy)carbonyl]amino}piperidine-1-carboxylate